(R)-N-(6-(2-Methylmorpholino)pyridin-2-yl)-4-(oxetane-3-sulfonamido)-2-(6-azaspiro[2.5]octan-6-yl)benzamide C[C@H]1OCCN(C1)C1=CC=CC(=N1)NC(C1=C(C=C(C=C1)NS(=O)(=O)C1COC1)N1CCC2(CC2)CC1)=O